C(C1=CC=CC=C1)OC=1C=CC2=C(CN(S(O2)(=O)=O)CC=2C=C(C=CC2F)C(CC(=O)OCC)C2=C(C3=C(N(N=N3)CCCCOCC3=CC=C(C=C3)OC)C=C2)C)C1 ethyl 3-(3-{[6-(benzyloxy)-2,2-dioxo-2H-1,2λ6,3-benzoxathiazin-3(4H)-yl]methyl}-4-fluorophenyl)-3-(1-{4-[(4-methoxyphenyl)methoxy]butyl}-4-methyl-1H-benzotriazol-5-yl)propanoate